FC1=C(C(=C(C=C1C1=NN(C2=C1C=NC(=C2)N(C2CCOCC2)C)C)C(F)(F)F)F)O 2,6-Difluoro-3-(1-methyl-6-(methyl(tetrahydro-2H-pyran-4-yl)amino)-1H-pyrazolo[4,3-c]pyridin-3-yl)-5-(trifluoromethyl)phenol